COC1=C(C(=CC(=C1)\C=C\C)OC)O (e)-2,6-dimethoxy-4-(1-propenyl)-phenol